NC(C)C=1C=CC(=NC1)C1=C(C=C(C#N)C=C1)OC1=CC(=NC(=C1)N1CCOCC1)C 4-[5-(1-aminoethyl)pyridin-2-yl]-3-(2-methyl-6-morpholin-4-ylpyridin-4-yl)oxybenzonitrile